CO[C@@H]1[C@@H]([C@H](O[C@H]1N2C=CC(=O)NC2=O)CO)O 2-O-methyluridine